5-bromo-3-ethylpyrazin BrC=1N=C(C=NC1)CC